Heptadecan-9-yl 8-((2-hydroxyethyl)(8-oxo-8-((3-propylnonyl)oxy)octyl)amino)octanoate OCCN(CCCCCCCC(=O)OC(CCCCCCCC)CCCCCCCC)CCCCCCCC(OCCC(CCCCCC)CCC)=O